ClC1=CC=C(C=C1)C=1N=C2N(C=CC=N2)C1CN1CC2CCC(C1)N2C(=O)NC2=CC=C(C=C2)SC(F)(F)F 3-{[2-(4-chlorophenyl)imidazo[1,2-a]pyrimidin-3-yl]methyl}-N-{4-[(trifluoromethyl)thio]phenyl}-3,8-diazabicyclo[3.2.1]octane-8-carboxamide